tert-Butyl (S)-(2-((4-((2-(2-cyano-4,4-difluoropyrrolidin-1-yl)-2-oxoethyl) carbamoyl)quinolin-6-yl)(methyl)amino)ethyl)carbamate C(#N)[C@H]1N(CC(C1)(F)F)C(CNC(=O)C1=CC=NC2=CC=C(C=C12)N(CCNC(OC(C)(C)C)=O)C)=O